FC(C)(F)C=1C=C(C=2N(C1)C(=CN2)C(C)C)NC2CCN(CC2)C[C@@H]2CN(CCO2)C(C=C)=O 1-[(2R)-2-[[4-[[6-(1,1-difluoroethyl)-3-isopropyl-imidazo[1,2-a]pyridin-8-yl]amino]-1-piperidyl]methyl]morpholin-4-yl]prop-2-en-1-one